vinyl-methyl-benzylamine C(=C)N(CC1=CC=CC=C1)C